C(#N)C(NC(=O)[C@@H]1[C@@H]2[C@H](CN1C([C@H](C(C)(C)C)NC(C(F)(F)F)=O)=O)CCC2)C2=NN=CC1=CC=CC=C21 (3S,3aS,6aR)-N-[cyano(phthalazin-1-yl)methyl]-2-[(2S)-3,3-dimethyl-2-[(2,2,2-trifluoroacetyl)amino]butanoyl]-3,3a,4,5,6,6a-hexahydro-1H-cyclopenta[c]pyrrole-3-carboxamide